7-chloro-1-(4-fluoro-2-methylphenyl)-3-(2-methyl-6-oxo-1,6-dihydropyridin-3-yl)-2,3-dihydroquinazolin-4(1H)-one ClC1=CC=C2C(N(CN(C2=C1)C1=C(C=C(C=C1)F)C)C1=C(NC(C=C1)=O)C)=O